(t-butyldiphenylsilyl) (methyl) malate C(C(O)CC(=O)OC)(=O)O[Si](C1=CC=CC=C1)(C1=CC=CC=C1)C(C)(C)C